ethyl 2-amino-4-fluoro-1H-imidazole-5-carboxylate NC=1NC(=C(N1)F)C(=O)OCC